FC(C(=O)O)(F)F.N[C@@H](C(C)C)C(=O)C(C(=O)O)(CC)N valyl-aminobutyric acid trifluoroacetate